The molecule is a secondary ammonium ion resulting from the protonation of the secondary amino group of tamsulosin. The major species at pH 7.3. It is a conjugate acid of a tamsulosin. It is an enantiomer of an ent-tamsulosin(1+). CCOC1=CC=CC=C1OCC[NH2+][C@H](C)CC2=CC(=C(C=C2)OC)S(=O)(=O)N